FC1=C(C=C(C=C1)F)C1=CC=NC=C1 4-(2,5-difluorophenyl)pyridine